C(C=C)(=O)[O-].C(C=C)(=O)[O-].C1(=CC=CC=C1)[Sb+2](C1=CC=CC=C1)C1=CC=CC=C1 triphenylantimony diacrylate